4,5-dihydroxysuberic acid OC(CCC(=O)O)C(CCC(=O)O)O